ClC1=C(C=CC(=C1Cl)F)C(=O)C1NC(CC2=C1N=NN2C2=NC=C(C=N2)F)C (2,3-Dichloro-4-fluorophenylcarbonyl)-1-(5-fluoropyrimidin-2-yl)-6-methyl-4,5,6,7-tetrahydro-1H-[1,2,3]triazolo[4,5-c]pyridine